2-(1-methyl-1,2,3,6-tetrahydropyridin-4-yl)-5-((2R,5S)-5-methylpiperidin-2-yl)benzo[d]thiazole CN1CCC(=CC1)C=1SC2=C(N1)C=C(C=C2)[C@@H]2NC[C@H](CC2)C